tert-butyl N-(2-hydroxypropyl) carbamate CC(CNC(=O)OC(C)(C)C)O